6-amino-4-(2-(((tert-butoxycarbonyl)amino)methyl)-4-fluoro-3-hydroxyphenyl)-7-(3-methoxy-2,6-Dimethylphenyl)-2-methyl-7H-pyrrolo[2,3-d]pyrimidine-5-carboxylic acid methyl ester COC(=O)C1=C(N(C=2N=C(N=C(C21)C2=C(C(=C(C=C2)F)O)CNC(=O)OC(C)(C)C)C)C2=C(C(=CC=C2C)OC)C)N